N-((5-ethyl-6-(thiazol-4-ylmethoxy)-1H-indol-2-yl)methyl)-1-methylcyclopropane-1-carboxamide C(C)C=1C=C2C=C(NC2=CC1OCC=1N=CSC1)CNC(=O)C1(CC1)C